(1R,2S,3R,5R)-3-(4-amino-2-chloro-7H-pyrrolo[2,3-d]pyrimidin-7-yl)-5-(3-amino-5-(isothiazol-4-yl)phenyl)cyclopentane-1,2-diol NC=1C2=C(N=C(N1)Cl)N(C=C2)[C@H]2[C@@H]([C@@H]([C@H](C2)C2=CC(=CC(=C2)C=2C=NSC2)N)O)O